(S)-2-(((tert-butyldimethylsilyl)oxy)methyl)-8-nitro-1,2,3,4-tetrahydroquinoxaline-6-sulfonyl-Amine [Si](C)(C)(C(C)(C)C)OC[C@H]1NC2=C(C=C(C=C2NC1)S(=O)(=O)N)[N+](=O)[O-]